NC=1C=C(C(=O)N2CCC(CC2)CCCCN/C(=N\C#N)/NC=2C=NC=CC2)C=CC1 (E)-1-(4-(1-(3-aminobenzoyl)piperidin-4-yl)butyl)-2-cyano-3-(pyridin-3-yl)guanidine